FCC1(CC1)CNC=1C=C(C(=O)OC)C=CC1[N+](=O)[O-] methyl 3-(((1-(fluoromethyl)cyclopropyl)methyl)amino)-4-nitrobenzoate